methyl 3-(tert-butoxymethyl)-2,6-dimethylisonicotinate C(C)(C)(C)OCC1=C(C(=O)OC)C=C(N=C1C)C